5-(1-acetyl-5-naphthylpyrazolidin-3-ylidene)-1,3-dimethylbarbituric acid C(C)(=O)N1NC(CC1C1=CC=CC2=CC=CC=C12)=C1C(N(C(N(C1=O)C)=O)C)=O